C(CCC)[C@H]1CS(C2=C(N(C1)C1=CC=C(C=C1)F)C=C(C(=C2)O/C=C/C(=O)O)SC)(=O)=O (R)-(E)-3-((3-butyl-5-(4-fluorophenyl)-7-(methylthio)-1,1-dioxido-2,3,4,5-tetrahydro-1,5-benzothiazepin-8-yl)oxy)acrylic acid